C1(CC1)CN(C(OC(C)(C)C)=O)[C@H]1CN(CCC1)C1=CC(N(C=C1)C(C)C1=CN=C(O1)C1=NC(=CN=C1)N1CCCC1)=O tert-butyl (cyclopropylmethyl)((3R)-1-(2-oxo-1-(1-(2-(6-(pyrrolidin-1-yl)pyrazin-2-yl)oxazol-5-yl)ethyl)-1,2-dihydropyridin-4-yl)piperidin-3-yl)carbamate